ClC=1C=C(COC2CCN(CC2)C(=O)N2N=C(C=C2)C(=O)O)C=C(C1)F 1-(4-((3-chloro-5-fluorobenzyl)oxy)piperidine-1-carbonyl)-1H-pyrazole-3-carboxylic acid